C(C1=CC=CC=C1)OC(=O)N1C2CN(CC1CC2)C=2C1=C(N=C(N2)OCC23CCCN3CC(C2)F)CNCC1 3-(2-(2-fluoro-(hexahydro-1H-pyrrolizin-7a-yl)methoxy)-5,6,7,8-tetrahydropyrido[3,4-d]pyrimidin-4-yl)-3,8-diazabicyclo[3.2.1]octane-8-carboxylic acid benzyl ester